OCC(=O)[C@@H](O)[C@H](O)[C@H](O)CO (D)-fructose